4'-(methanesulfonyl)[1,1'-biphenyl]-2-carboxylic acid CS(=O)(=O)C1=CC=C(C=C1)C=1C(=CC=CC1)C(=O)O